BrC=1C(=NN2C1CO[C@H]([C@H]2C)C)C2=NC=C(C=C2)F |r| (rac)-cis-3-bromo-2-(5-fluoropyridin-2-yl)-6,7-dimethyl-6,7-dihydro-4H-pyrazolo[5,1-c][1,4]Oxazine